5-amino-7-chloro-2-(2,6-difluorobenzyl)-[1,2,4]Triazolo[1,5-c]Pyrimidine NC1=NC(=CC=2N1N=C(N2)CC2=C(C=CC=C2F)F)Cl